7-Fluoro-3-isopropyl-8-methoxy-2,3-dihydrobenzo[f][1,4]oxazepine hydrochloride Cl.FC=1C(=CC2=C(C=NC(CO2)C(C)C)C1)OC